N1CC(C1)C1=CC=C2C(=NN(C2=C1)C)N1C(NC(CC1)=O)=O [6-(azetidin-3-yl)-1-methylindazol-3-yl]-1,3-diazinane-2,4-dione